CC1=NN=C(C2=CC(=CC=C12)C=1CCN(CC1)C(=O)OC(C)(C)C)N[C@H](C)C1=C(C(=CC=C1)C(F)(F)F)C tert-butyl (R)-4-(1-methyl-4-((1-(2-methyl-3-(trifluoromethyl) phenyl) ethyl) amino) phthalazin-6-yl)-3,6-dihydropyridine-1(2H)-carboxylate